(2',4'-difluoro-5-(5-(1-methyl-1H-pyrazol-4-yl)-1H-benzo[d]imidazol-1-yl)-[1,1'-biphenyl]-3-yl)cyclopropanesulfonamide FC1=C(C=CC(=C1)F)C1=CC(=CC(=C1)N1C=NC2=C1C=CC(=C2)C=2C=NN(C2)C)C2(CC2)S(=O)(=O)N